BrC1=C(N(C2=NC(=C(C=C2C1=O)F)CCOC1OCCCC1)C1CCCC1)CCl 3-bromo-2-(chloromethyl)-1-cyclopentyl-6-fluoro-7-(2-((tetrahydro-2H-pyran-2-yl)oxy)ethyl)-1,8-naphthyridin-4(1H)-one